[Al].C(C)OC(CC(=O)C)=O Ethylacetoacetate aluminum